CC=1C=C(C=C(C1)C)C1=CC(=CC=C1)C1=CC(=CC(=C1)C)C 3,3'',5,5''-tetramethyl-1,1':3',1''-terphenyl